2-{3-[3-(Dibenzothiophen-4-yl)phenyl]phenyl}-4,6-diphenyl-1,3,5-triazine C1=CC=C(C=2SC3=C(C21)C=CC=C3)C=3C=C(C=CC3)C=3C=C(C=CC3)C3=NC(=NC(=N3)C3=CC=CC=C3)C3=CC=CC=C3